C1(CCC1)OC(=O)NC=1C=C(C=C(C1)C=1C=NN(C1)C)NC1=CC2=C(C=N1)N(C(N2[C@H]2C[C@@H](CC2)NC(OC)=O)=O)C Methyl ((1R,3R)-3-(6-((3-((cyclobutoxycarbonyl)amino)-5-(1-methyl-1H-pyrazol-4-yl)phenyl)amino)-3-methyl-2-oxo-2,3-dihydro-1H-imidazo[4,5-c]pyridin-1-yl)cyclopentyl)carbamate